C(C)OC(=O)C1(CC(=NO1)C1=C(C=C(C(=C1)C=1C(=NC=C(C1)Cl)F)F)Cl)C 3-[2-chloro-5-(5-chloro-2-fluoro-3-pyridinyl)-4-fluoro-phenyl]-5-methyl-4H-isoxazole-5-carboxylic acid ethyl ester